C(C)(C)N(P(OCCCN(C)C(CCCOC(C1=CC=CC=C1)(C1=CC=C(C=C1)OC)C1=CC=C(C=C1)OC)(CCCOC(C1=CC=CC=C1)(C1=CC=C(C=C1)OC)C1=CC=C(C=C1)OC)CCCOC(C1=CC=CC=C1)(C1=CC=C(C=C1)OC)C1=CC=C(C=C1)OC)OCCC#N)C(C)C 3-((1,7-bis(bis(4-methoxyphenyl)(phenyl)methoxy)-4-(3-(bis(4-methoxyphenyl)(phenyl)methoxy)propyl)heptan-4-yl)(methyl)amino)propyl (2-cyanoethyl) diisopropylphosphoramidite